Cl.C(C)OCC diethyl ether-HCl